CC1=C(C=CC(=C1)C1=NC=NN2C1=CC(=C2)CCCCC=O)CNC(OC(C)(C)C)=O tert-butyl N-[[2-methyl-4-[6-(5-oxopentyl)pyrrolo[2,1-f][1,2,4]triazin-4-yl]phenyl]methyl]carbamate